C(C)(C)(C)N1N=CC(=C1F)C(=O)NC1=C(C=C(C(=C1)C=1C=C(C=2N(C1)C=CN2)C2CCOCC2)C)F 1-(tert-butyl)-5-fluoro-N-(2-fluoro-4-methyl-5-(8-(tetrahydro-2H-pyran-4-yl)imidazo[1,2-a]pyridin-6-yl)phenyl)-1H-pyrazole-4-carboxamide